CCCCCC/C=C/CCOS(=O)(=O)O The molecule is a sulfuric ester obtained by the formal condensation of (3E)-dec-3-en-1-ol with sulfuric acid. It has a role as a Daphnia pulex metabolite and a kairomone. It is an organic sulfate and a sulfuric ester. It is a conjugate acid of a (3E)-dec-3-en-1-yl sulfate.